2-(2-Chlorophenyl)-3-cyclopropyl-9-(1-methyl-1H-pyrazol-4-yl)imidazo[2,1-f][1,6]naphthyridine ClC1=C(C=CC=C1)C=1N=C2C=3C=C(C=NC3C=CN2C1C1CC1)C=1C=NN(C1)C